NC=1SC(=C(N1)C1=C(C=CC=C1)Cl)C(=O)NC1=CC(=CC=C1)C#N 2-amino-4-(2-chlorophenyl)-N-(3-cyanophenyl)thiazole-5-carboxamide